5-chloro-1-phenyl-1H-tetrazole ClC1=NN=NN1C1=CC=CC=C1